((R)-tert-butyl 1-(4-(2-methyl-5-((S)-3-(2,2,2-trifluoroethyl) pyrrolidine-1-carboxamido) phenyl)-6-morpholinylpyridin-2-yl)-5-oxopyrrolidin-3-yl) carbamate C(N)(OC1[C@H](N(C(C1)=O)C1=NC(=CC(=C1)C1=C(C=CC(=C1)NC(=O)N1C[C@@H](CC1)CC(F)(F)F)C)N1CCOCC1)C(C)(C)C)=O